4-chloro-7-bromo-2-Oxoimidazo[4,5-c]pyridine ClC1=NC=C(C=2C1=NC(N2)=O)Br